6-(4-chlorobenzyl)-9-isopropyl-2-(pyridazin-3-yl)-2,6,9-triazaspiro[4.5]-decane-7,10-dione ClC1=CC=C(CN2C3(CCN(C3)C=3N=NC=CC3)C(N(CC2=O)C(C)C)=O)C=C1